ClC1=NC=C(C(=N1)C1=CC=C2C(C=C(N(C2=C1)C(C)C)C(=O)OCC)=O)Cl ethyl 7-(2,5-dichloropyrimidin-4-yl)-1-isopropyl-4-oxo-1,4-dihydroquinoline-2-carboxylate